benzenetetraamine hydrochloride Cl.C=1(C(=C(C(=CC1)N)N)N)N